FC=1C=C(C=CC1C(=O)OC)C1CN(CCN1CC1=C2C=CN(C2=C(C=C1OC)C)S(=O)(=O)C1=CC=C(C)C=C1)C(=O)OC(C)(C)C tert-butyl 3-(3-fluoro-4-(methoxycarbonyl)phenyl)-4-((5-methoxy-7-methyl-1-tosyl-1H-indol-4-yl)methyl)-piperazine-1-carboxylate